4-FLUORO-3-(TRIFLUOROMETHYL)PHENYLBORONIC ACID FC1=C(C=C(C=C1)B(O)O)C(F)(F)F